2-(3-Bromophenyl)-4-methylpyridine BrC=1C=C(C=CC1)C1=NC=CC(=C1)C